[Pd](Cl)Cl.C(C)(C)(C)P(C(C)(C)C)C(C)(C)C.C(C)(C)(C)P(C(C)(C)C)C(C)(C)C bis-tri-tert-butylphosphine palladium dichloride